2-[(2R)-2-[2-[4-[5-[tert-butyl(dimethyl)silyl]oxy-1-tetrahydropyran-2-yl-indazol-3-yl]pyrazol-1-yl]ethoxy]propoxy]ethylmethanesulfonate [Si](C)(C)(C(C)(C)C)OC=1C=C2C(=NN(C2=CC1)C1OCCCC1)C=1C=NN(C1)CCO[C@@H](COCCCS(=O)(=O)[O-])C